C1(CC1)N1CCC(CC1)OC1=CC=C(C=C1)N1C(=NC2=CC=C(C=C2C1=O)S(F)(F)(F)(F)F)C 3-(4-((1-cyclopropylpiperidin-4-yl)oxy)phenyl)-2-methyl-6-(pentafluorosulfanyl)quinazolin-4(3H)-one